Bis(4-hydroxyphenyl)naphthalene OC1=CC=C(C=C1)C1=C(C2=CC=CC=C2C=C1)C1=CC=C(C=C1)O